S1C(=NC2=C1C=CC=C2)NC2=C(C=C(N=N2)N(C2=CC=CC(=N2)C(=O)O)C)C 6-({6-[(1,3-benzothiazol-2-yl)amino]-5-methylpyridazin-3-yl}(methyl)amino)pyridine-2-carboxylic acid